1-((2R,4R)-3,3-difluoro-5,5-bis(hydroxymethyl)-4-((4-methoxyphenyl)diphenylmethoxy)tetrahydrofuran-2-yl)pyrimidine-2,4(1H,3H)-dione FC1([C@@H](OC([C@H]1OC(C1=CC=CC=C1)(C1=CC=CC=C1)C1=CC=C(C=C1)OC)(CO)CO)N1C(NC(C=C1)=O)=O)F